N-(6-{[3-({2-[(tert-butyldimethylsilyl)oxy]ethyl}sulfanyl)-6-(5-chloro-2-fluorophenyl)pyridazin-4-yl]amino}pyrimidin-4-yl)-3-(4-methylpiperazin-1-yl)cyclobutane-1-carboxamide [Si](C)(C)(C(C)(C)C)OCCSC=1N=NC(=CC1NC1=CC(=NC=N1)NC(=O)C1CC(C1)N1CCN(CC1)C)C1=C(C=CC(=C1)Cl)F